COC1=C2CCC(CC2=CC(=C1OC)OC)=O 5,6,7-trimethoxy-3,4-dihydronaphthalen-2-one